4-(1-(2-Chloro-4-((3,3-dimethylazetidin-1-yl)methyl)phenyl)-1H-imidazol-4-yl)-N-(1-(methylsulfonyl)piperidin-4-yl)-5-(trifluoromethyl)pyrimidin-2-amine ClC1=C(C=CC(=C1)CN1CC(C1)(C)C)N1C=NC(=C1)C1=NC(=NC=C1C(F)(F)F)NC1CCN(CC1)S(=O)(=O)C